FC=1C=C(C=CC1F)N1CC2(C=3C1=NC=C(N3)C(=O)N3C(CN(CC3)C3=NC(=C(C(=O)O)C(=C3)C)C)(C)C)CCCC2 6-(4-(5'-(3,4-difluorophenyl)-5',6'-dihydrospiro[cyclopentane-1,7'-pyrrolo[2,3-b]pyrazine]-2'-carbonyl)-3,3-dimethylpiperazin-1-yl)-2,4-dimethylnicotinic acid